2-(3-((6-amino-2-fluoro-9H-purine-9-yl)methyl)phenyl)ethan-1-ol NC1=C2N=CN(C2=NC(=N1)F)CC=1C=C(C=CC1)CCO